C(C)C=1C=CC(=C(C1)O)C1=C2C(=C(N=N1)N[C@@H]1C[C@@H](CCC1)O)C=NC=C2 5-ethyl-2-[4-[[(1s,3r)-3-hydroxycyclohexyl]amino]pyrido[3,4-d]pyridazin-1-yl]phenol